N-(4-chlorophenyl)-N-(2-methoxybenzyl)-1,2-dimethyl-1H-pyrrole-3-carboxamide ClC1=CC=C(C=C1)N(C(=O)C1=C(N(C=C1)C)C)CC1=C(C=CC=C1)OC